C(C)(C)(C)OC(N(CCCCl)C=1C=NC(=CC1)Br)=O (6-bromopyridin-3-yl)(3-chloropropyl)carbamic acid tert-butyl ester